NC1=C(C=C(C=C1)C=1SC=CC1)NC(OCC1=CC=NC=C1)=O Pyridin-4-ylmethyl (2-amino-5-(thiophen-2-yl)phenyl)carbamate